FC(C1=C(N=CC2=CC=CC=C12)C1=CC=C(C2=C1OCCO2)CCC(=O)O)(F)F 3-(8-(4-(trifluoromethyl)isoquinolin-3-yl)-2,3-dihydrobenzo[b][1,4]dioxin-5-yl)propanoic acid